O1CCN(CC1)C1=CC(=C(C)C=C1C1=CC=CC=C1)C1=CC=CC=C1 4-morpholino-2,5-diphenyltoluene